C(C)(C)(C)OC(NCCOCCOC1=C(C=CC(=C1)F)C=1N=NC(=C2C1SC=C2F)Cl)=O.ClC=2C(=C(C=CC2)NC(/C=N/O)=O)OC (E)-N-(3-chloro-2-methoxyphenyl)-2-(hydroxyimino)acetamide tert-butyl-N-[2-[2-[2-(4-chloro-3-fluoro-thieno[2,3-d]pyridazin-7-yl)-5-fluoro-phenoxy]ethoxy]ethyl]carbamate